2,5-dioxopyrrolidin-1-yl (2-(vinylsulfonyl)ethyl) carbonate C(ON1C(CCC1=O)=O)(OCCS(=O)(=O)C=C)=O